C(#N)C(CCC(=O)O)(C)SC(=S)SCCCCCCCCCCCC 4-cyano-4-(dodecylsulfanyl-thiocarbonyl)sulfanyl-pentanoic acid